FC(C=1C(=CNC(C1)=O)C(=O)NC1=C(C=C(C(=C1)C=1C=NC(=CC1)N1C[C@H](OCC1)C)F)N1C[C@H](N(CC1)C)C)F |r| 4-(difluoromethyl)-N-[4-fluoro-2-[rac-(3R)-3,4-dimethylpiperazin-1-yl]-5-[6-[rac-(2R)-2-methylmorpholin-4-yl]Pyridin-3-yl]phenyl]-6-oxo-1H-pyridine-3-carboxamide